rac-(Z)-3-(((2R,3R)-3-butyl-2-fluoro-7-(methylthio)-1,1-dioxido-5-phenyl-2,3,4,5-tetrahydrobenzo[b][1,4]thiazepin-8-yl)oxy)-2-fluoroacrylic acid C(CCC)[C@@H]1CN(C2=C(S([C@H]1F)(=O)=O)C=C(C(=C2)SC)O\C=C(\C(=O)O)/F)C2=CC=CC=C2